C(#N)COC=1C(=NC(=NC1OC)NS(=O)(=O)C1=CNC2=C(C(=CC=C12)C(F)F)F)OC N-[5-(cyanomethoxy)-4,6-dimethoxy-pyrimidin-2-yl]-6-(difluoromethyl)-7-fluoro-1H-indole-3-sulfonamide